IC=1CN(C=C(C1OC)I)C 3,5-diiodo-4-methoxy-1-methylpyridin